(±)-N-(1-(4-Aminopyridin-2-yl)-2-(cyclopropylmethoxy)ethyl)-2-methylpropane-2-sulfinamide 2,2,2-Trifluoroacetate FC(C(=O)O)(F)F.NC1=CC(=NC=C1)C(COCC1CC1)NS(=O)C(C)(C)C